C(C)OC(=O)C1=CC=2C(=NC(=CC2)N2CC(CC2)N(C)C)S1 6-[3-(dimethylamino)pyrrolidin-1-yl]thieno[2,3-b]pyridine-2-carboxylic acid ethyl ester